2-(4-(3-isopropyl-2-(2-methylquinolin-4-yl)-1H-indol-5-yl)piperidin-1-yl)-N,N-dimethylacetamide C(C)(C)C1=C(NC2=CC=C(C=C12)C1CCN(CC1)CC(=O)N(C)C)C1=CC(=NC2=CC=CC=C12)C